(R)-1-(8-methoxyquinazolin-4-yl)-3-methylpiperidine-3-carboxylic acid ethyl ester C(C)OC(=O)[C@]1(CN(CCC1)C1=NC=NC2=C(C=CC=C12)OC)C